4-([1,4'-bipiperidin]-1'-yl)-3-((4-butoxyphenyl)sulfonyl)-6-(methylsulfonyl)quinoline N1(CCCCC1)C1CCN(CC1)C1=C(C=NC2=CC=C(C=C12)S(=O)(=O)C)S(=O)(=O)C1=CC=C(C=C1)OCCCC